2,4-dibromo-N-(2,4-dimethoxybenzyl)butanamide BrC(C(=O)NCC1=C(C=C(C=C1)OC)OC)CCBr